2-(2,5-dibromophenoxy)ethan-1-ol Methyl-(1S,2S,3R,4R)-3-aminobicyclo[2.2.1]hept-5-ene-2-carboxylate hydrochloride Cl.C[C@@]12[C@@H]([C@@H]([C@@H](C=C1)C2)N)C(=O)OCCOC2=C(C=CC(=C2)Br)Br